1-(4-Hydroxyphenyl)dihydropyrimidine-2,4(1H,3H)-dione OC1=CC=C(C=C1)N1C(NC(CC1)=O)=O